ClC1=NC=2N(C(C(=NC2C=N1)C=1OC=CC1)=O)C1CCCC1 2-chloro-8-cyclopentyl-6-(furan-2-yl)pteridin-7(8H)-one